COC1=C(C=CC=C1C1=NN(C=N1)C)NC1=CC(=NC=C1C(CC)=O)NC1=NC=C(C(=O)N)C=C1 6-((4-((2-methoxy-3-(1-methyl-1H-1,2,4-triazol-3-yl)phenyl)amino)-5-propionylpyridin-2-yl)amino)nicotinamide